OCC1=CC(NC2=CC=CC=C12)=O 4-(hydroxymethyl)-1H-quinolin-2-one